(S)-1-(2-hydroxypropyl)-1H-pyrazole-3-sulfonamide O[C@H](CN1N=C(C=C1)S(=O)(=O)N)C